2-Benzyl-4-(3,4-dichlorophenyl)-5-methylimidazole C(C1=CC=CC=C1)C=1NC(=C(N1)C1=CC(=C(C=C1)Cl)Cl)C